dodec-5-en-1,3-diol C(CC(CC=CCCCCCC)O)O